(S)-tert-butyl 2-((difluoromethoxy)methyl)-4-fluoroindoline-1-carboxylate FC(OC[C@H]1N(C2=CC=CC(=C2C1)F)C(=O)OC(C)(C)C)F